BrC1=CC=2C(=C3C(=NC2C=N1)C1=CC2=C(C(N1C3)=O)COC([C@]2(O)CC)=O)CNC(CO)=O (S)-N-((9-bromo-4-ethyl-4-hydroxy-3,14-dioxo-3,4,12,14-tetrahydro-1H-pyrano[3',4':6,7]indolizino[1,2-b][1,7]naphthyridin-11-yl)methyl)-2-hydroxyacetamide